2,5-Dimethyldodecanoic acid, (Z)-3-Acetoxy-3-bromo-1-propenyl ester CC(C(=O)O\C=C/C(Br)OC(C)=O)CCC(CCCCCCC)C